Methyl 4-(benzyloxy)-7-(3-chlorophenyl)-1-(3-(ethoxycarbonyl)thioureido)-2,6-naphthyridine-3-carboxylate C(C1=CC=CC=C1)OC1=C(N=C(C2=CC(=NC=C12)C1=CC(=CC=C1)Cl)NC(=S)NC(=O)OCC)C(=O)OC